3-(((1R,3S)-3-((6-chloro-2-(trifluoromethyl)quinolin-4-yl)amino)cyclohexyl)amino)-5,6-dihydro-[1,2,4]triazolo[4,3-a]pyrazine-7(8H)-carboxylic acid tert-butyl ester C(C)(C)(C)OC(=O)N1CC=2N(CC1)C(=NN2)N[C@H]2C[C@H](CCC2)NC2=CC(=NC1=CC=C(C=C21)Cl)C(F)(F)F